The molecule is a monosaccharide derivative that consists of multifidol attached to a beta-D-glucopyranosyl residue at position 1 via a glycosidic linkage. Isolated from Acacia mearnsii, it exhibits anti-inflammatory activity. It has a role as a metabolite, an anti-inflammatory agent and a cyclooxygenase 1 inhibitor. It is a butanone, a monosaccharide derivative, a member of resorcinols and a beta-D-glucoside. It derives from a multifidol. CC[C@H](C)C(=O)C1=C(C=C(C=C1O[C@H]2[C@@H]([C@H]([C@@H]([C@H](O2)CO)O)O)O)O)O